(S)-1-(3-(4-(3-(2-chlorophenyl)pyrazolo[1,5-a]pyridine-2-carbonyl)-2-methylpiperazin-1-yl)azetidin-1-yl)prop-2-en-1-one ClC1=C(C=CC=C1)C=1C(=NN2C1C=CC=C2)C(=O)N2C[C@@H](N(CC2)C2CN(C2)C(C=C)=O)C